methyl 4-azido-3-O-benzyl-4,6-dideoxy-alpha-D-mannopyranoside N(=[N+]=[N-])[C@H]1[C@@H]([C@@H]([C@@H](OC)O[C@@H]1C)O)OCC1=CC=CC=C1